(±)-1-([1,1'-biphenyl]-4-ylsulfonyl)-1,2,3,4-tetrahydroquinoline-3-carboxylic acid C1(=CC=C(C=C1)S(=O)(=O)N1C[C@@H](CC2=CC=CC=C12)C(=O)O)C1=CC=CC=C1 |r|